F[C@H]1CN(CC[C@H]1O)C1=NC=CC(=N1)NC=1N=CC2=C(C=CC(=C2C1)C(C)C)N1[C@@H]([C@H](C1)C[S@](=O)C)C (3S,4R)-3-fluoro-1-(4-((5-isopropyl-8-((2R,3S)-2-methyl-3-(((R)-methyl-Sulfinyl)methyl)azetidin-1-yl)isoquinolin-3-yl)amino)pyrimidin-2-yl)piperidin-4-ol